OB1OC2=C(C1)C=CC(=C2)NC2=NC=C(C(=N2)N[C@H]2[C@@H](CCCC2)C#N)C (trans)-2-[[2-[(2-hydroxy-1,2-benzoxaborole-6-yl)amino]-5-methyl-pyrimidin-4-yl]amino]cyclohexanecarbonitrile